L-Glutamyl-L-Cystine N[C@@H](CCC(=O)O)C(=O)C([C@@H](C(=O)O)N)SSC[C@@H](C(=O)O)N